C(C)(C)C(CO)(CO)CCCCC 2-isopropyl-2-pentylpropane-1,3-diol